2-BORONOBENZO[B]THIOPHENE-7-CARBOXYLIC ACID B(O)(O)C1=CC2=C(S1)C(=CC=C2)C(=O)O